(S)-5-guanidino-2-((R)-4-((3R,5R,8R,9S,10S,13R,14S,17R)-3-hydroxy-10,13-dimethyl-hexadecahydro-1H-cyclopenta[a]phenanthren-17-yl)pentanamido)pentanoic acid N(C(=N)N)CCC[C@@H](C(=O)O)NC(CC[C@@H](C)[C@H]1CC[C@H]2[C@@H]3CC[C@@H]4C[C@@H](CC[C@@]4([C@H]3CC[C@]12C)C)O)=O